4-methyl-3,5-octanediol benzoate mesitylglyoxylate C1(=C(C(=CC(=C1)C)C)C(C(=O)OC(C(C(CC)OC(C1=CC=CC=C1)=O)C)CCC)=O)C